C(C)OC1=NC(=NC=C1C(=O)NC=1N=CC=2N(C1)C=C(N2)C)N2CC1CNCC1C2 4-ethoxy-N-{2-methylimidazo[1,2-a]pyrazin-6-yl}-2-{octahydropyrrolo[3,4-c]pyrrol-2-yl}pyrimidine-5-carboxamide